4-chloro-7-(methylsulfonyl)pyrrolo[1,2-a]quinoxaline ClC=1C=2N(C3=CC=C(C=C3N1)S(=O)(=O)C)C=CC2